(1s,3s)-3-((6-(([1,1'-biphenyl]-4-ylmethyl)amino)-9-isopropyl-9H-purin-2-yl)amino)cyclobutane C1(=CC=C(C=C1)CNC1=C2N=CN(C2=NC(=N1)NC1CCC1)C(C)C)C1=CC=CC=C1